ClC1=CC(=CC2=C1N=C(S2)C=2C=C(C=C1C(N(C=NC21)CC)=O)C)OC 8-(4-chloro-6-methoxybenzo[d]thiazol-2-yl)-3-ethyl-6-methyl-quinazolin-4(3H)-one